NC1=CC=C(C=C1)N1CCN(CC1)C1CC(C1)COC1=CC(=C2C(NC(=NC2=C1)CSC1CCN(CC1)CC(F)(F)F)=O)F 7-(((1s,3s)-3-(4-(4-aminophenyl)piperazin-1-yl)cyclobutyl)methoxy)-5-fluoro-2-(((1-(2,2,2-trifluoroethyl)piperidin-4-yl)thio)methyl)quinazolin-4(3H)-one